ClC1=NC=C(C=N1)[C@H]1[C@@H](C1)B1OC(C(O1)(C)C)(C)C trans-2-chloro-5-(2-(4,4,5,5-tetramethyl-1,3,2-dioxaborolan-2-yl)cyclopropyl)pyrimidine